4-(3-nitropyridin-2-yl)thiomorpholine-3-carboxylic acid [N+](=O)([O-])C=1C(=NC=CC1)N1C(CSCC1)C(=O)O